N-(2-(4-Ethylpiperazin-1-yl)Ethyl)Acetamid C(C)N1CCN(CC1)CCNC(C)=O